C12CN(CC(CC1)N2)C2=NC(N1CCSC=3C(=NC=C2C31)C3=CC(=CC1=CC=CC(=C31)F)O)=O 6-(3,8-diazabicyclo[3.2.1]octan-3-yl)-9-(8-fluoro-3-hydroxynaphthalen-1-yl)-2,3-dihydro-4H-1-thia-3a,5,8-triazaphenalen-4-one